5-((S)-6-Morpholin-4-yl-2,3,3a,4-tetrahydro-1H-5-oxa-7,9,9b-triaza-cyclopenta[a]naphthalen-8-yl)-pyrimidin-2-ylamine N1(CCOCC1)C1=C2OC[C@H]3N(C2=NC(=N1)C=1C=NC(=NC1)N)CCC3